N-(2-(2-bromo-6-cyclopropyloxy-quinolin-4-yl)ethyl)acetamide BrC1=NC2=CC=C(C=C2C(=C1)CCNC(C)=O)OC1CC1